FCC1=C(OCC#N)C=CC=C1 2-(fluoromethyl)phenoxyacetonitrile